C(C)(C)(C)OC(=O)N1C=CC2=C(C(=CC(=C12)C)OC)C(C)Cl 4-(1-chloroethyl)-5-methoxy-7-methyl-1H-indole-1-carboxylic acid tert-butyl ester